iron-manganese-nickel sodium [Na].[Ni].[Mn].[Fe]